4-(4-(Phenethylamino)phenyl)piperazine-1-carboxylic acid tert-butyl ester C(C)(C)(C)OC(=O)N1CCN(CC1)C1=CC=C(C=C1)NCCC1=CC=CC=C1